C(#N)C1=CC=C(C=C1)[C@H](C1=CC=C(C(=O)OC)C=C1)OC1=CC=C2C(CCOC2=C1C(C)C)=O (R,S)-Methyl 4-((4-cyanophenyl)((8-isopropyl-4-oxochroman-7-yl)oxy)methyl)benzoate